NC1=NC=C(C(=N1)C(F)F)C1=NC(=NC(=N1)N1CCOCC1)N1CCN(CC1)C(=O)C1CCN(CC1)C(CCCC(CC(C)C)=O)=O 1-(4-(4-(4-(2-amino-4-(difluoromethyl)pyrimidin-5-yl)-6-morpholino-1,3,5-triazin-2-yl)piperazine-1-carbonyl)piperidin-1-yl)-7-methyloctane-1,5-dione